C(C1CO1)OCCOC1=CC=C(C=C1)C(C)(C)C1=CC=C(C=C1)OCCOCC1CO1 2,2-bis[4-(2-glycidoxyethoxy)phenyl]propane